OC1=C(C(=O)C2=C(C=C(C(=C2)S(=O)(=O)O)OC)O)C=C(C(=C1)OC)S(=O)(=O)O.[Na].[Na] Disodium 2,2'-dihydroxy-4,4'-dimethoxy-5,5'-disulfo-benzophenone